C(N)(OCC1=CC=C(C=C1)N=NC1=CC=C(C=C1)OC)=O p-(p-methoxyphenylazo)benzyl carbamate